(R)-dimethylphosphoramidochloridate CN(P([O-])(=O)Cl)C